C(#N)C(C(=O)O)=CC1=CC=C(C=C1)C cyano-4-methyl-cinnamic acid